ClC=1C=C(N(C1)S(=O)(=O)C1=CC=C(C)C=C1)C=1C=NN(C1)C1CCN(CC1)C 4-chloro-2-(1-(1-methylpiperidin-4-yl)-1H-pyrazol-4-yl)-1-p-toluenesulfonyl-1H-pyrrole